C(CCCCCCCCCCC)OC1=C(C=C(C=C1)S(=O)(=O)C=1C=NC2=CC=C(C=C2C1N1CCC(CC1)N1CCC(CC1)N1CC(CCC1)O)S(=O)C)F 1''-(3-((4-(dodecyloxy)-3-fluorophenyl)sulfonyl)-6-(methylsulfinyl)quinolin-4-yl)-[1,4':1',4''-terpiperidin]-3-ol